COC1=CC=CC(=N1)N(S(=O)(=O)C)C 6-methoxy-2-(N-methylmethylsulfonamido)pyridine